methyl 6-(2-{1-[3,5-bis(trifluoromethyl)benzamido]ethyl}-3H-imidazo[4,5-b]pyridin-3-yl)nicotinate FC(C=1C=C(C(=O)NC(C)C2=NC=3C(=NC=CC3)N2C2=NC=C(C(=O)OC)C=C2)C=C(C1)C(F)(F)F)(F)F